N1-(chroman-2-ylmethyl)-N2-(1H-pyrrolo[3,2-c]pyridin-3-yl)oxalamide O1C(CCC2=CC=CC=C12)CNC(C(=O)NC1=CNC2=C1C=NC=C2)=O